NC=1C=C(SC1C(=O)O)SC 4-amino-2-(methylsulfanyl)-5-thiophenecarboxylic acid